N-(2-((tert-butyldimethylsilyl)oxy)ethyl)propan-2-amine [Si](C)(C)(C(C)(C)C)OCCNC(C)C